8-(4-benzylpiperidin-1-yl)-octane-1-ol C(C1=CC=CC=C1)C1CCN(CC1)CCCCCCCCO